diphenyl-bis[4-(pyridin-3-yl)phenyl]Silane C1(=CC=CC=C1)[Si](C1=CC=C(C=C1)C=1C=NC=CC1)(C1=CC=C(C=C1)C=1C=NC=CC1)C1=CC=CC=C1